C(CC=C)N(C1=CC=CC=C1)CCC=C N,N-Di(3-butenyl)aniline